IC1=CC=NC2=C1OC[C@H]1N2C[C@H](C1)C#N (6as,8s)-4-iodo-6a,7,8,9-tetrahydro-6H-pyrido[3,2-b]pyrrolo[1,2-d][1,4]oxazine-8-carbonitrile